OC1=C(C=NC=C1)N1[C@H]([C@H](CC1)NS(=O)(=O)C)CO[C@@H]1CC[C@@H](CC1)C1=CC=CC=C1 N-((2R,3S)-1-(4-hydroxypyridin-3-yl)-2-((((CIS)-4-phenylcyclohexyl)oxy)methyl)pyrrolidin-3-yl)methanesulfonamide